FC1=C2C=CNC2=CC(=C1OC=1C=CC(=C(C1)C=1NC(=CN1)C(C(C)(C)C)(O)C1=CC(=CC=C1)I)F)F 1-(2-(5-((4,6-difluoro-1H-indol-5-yl)oxy)-2-fluorophenyl)-1H-imidazol-5-yl)-1-(3-iodophenyl)-2,2-dimethylpropan-1-ol